O=C1NC(CCC1C=1C=C(C=CC1)N1[C@H]2[C@@H](CC1)N(CC2)C(=O)OC(C)(C)C)=O tert-butyl (3aR,6aR)-1-[3-(2,6-dioxo-3-piperidyl)phenyl]-2,3,3a,5,6,6a-hexahydropyrrolo[3,2-b]pyrrole-4-carboxylate